2-(2-chloro-6-fluorophenoxy)-1-(2-(5-(trifluoromethyl)-1,2,4-oxadiazol-3-yl)-6,7-dihydrothieno[3,2-c]pyridin-5(4H)-yl)ethan-1-one ClC1=C(OCC(=O)N2CC3=C(CC2)SC(=C3)C3=NOC(=N3)C(F)(F)F)C(=CC=C1)F